[Si].[Mn].[Fe].[La] lanthanum iron manganese silicon